FC(C1=CC=C(C=C1)[B-](C1=CC=C(C=C1)C(F)(F)F)(C1=CC=C(C=C1)C(F)(F)F)C1=CC=C(C=C1)C(F)(F)F)(F)F.C(CCC)[NH+](CCCC)CCCC tri-butyl-ammonium tetra(para-trifluoromethylphenyl)borate